tert-butyl (3R,4R)-4-(((7-((tert-butoxycarbonyl) (4-(pyridin-2-yl) benzyl) amino)-3-chloropyrazolo[1,5-a]pyrimidin-5-yl) amino) methyl)-3-hydroxypiperidine-1-carboxylate C(C)(C)(C)OC(=O)N(C1=CC(=NC=2N1N=CC2Cl)NC[C@@H]2[C@H](CN(CC2)C(=O)OC(C)(C)C)O)CC2=CC=C(C=C2)C2=NC=CC=C2